ethyl 2-butyl-4-methyl-6-oxo-1,6-dihydropyrimidine-5-carboxylate C(CCC)C=1NC(C(=C(N1)C)C(=O)OCC)=O